FC=1C(=NC2=CC=CC=C2C1)C 3-fluoro-2-methylquinolin